BrC=1C(=NN(C1C)C1CC2(CN(C2)C(=O)OC(C)(C)C)C1)C(CC(C)=O)=O tert-butyl 6-(4-bromo-5-methyl-3-(3-oxobutanoyl)-1H-pyrazol-1-yl)-2-azaspiro[3.3]Heptane-2-carboxylate